(3R,5S)-1-benzyl-5-[[4-[6-(3,5-dimethylisoxazol-4-yl)-1-tetrahydropyran-2-yl-pyrazolo[3,4-b]pyridin-3-yl]-5-(trifluoromethyl)pyrimidin-2-yl]amino]piperidin-3-ol C(C1=CC=CC=C1)N1C[C@@H](C[C@@H](C1)NC1=NC=C(C(=N1)C1=NN(C2=NC(=CC=C21)C=2C(=NOC2C)C)C2OCCCC2)C(F)(F)F)O